N1(CCOCC1)C=1C=CC=2C3(C4=CC=C(C=C4OC2C1)N1CCOCC1)NC(C1=CC=CC=C13)=O 3',6'-Dimorpholinyl-spiro[isoindoline-1,9'-xanthen]-3-one